9-(4-bromobenzyl)-3,6-dimethoxy-9H-carbazole BrC1=CC=C(CN2C3=CC=C(C=C3C=3C=C(C=CC23)OC)OC)C=C1